N(=[N+]=[N-])C(C)(C)C1=CN=C(C2=CN=C(C=C12)Cl)O[C@@H]1C[C@@H](C1)S(=O)(=O)C1CC1 4-(2-azidopropan-2-yl)-6-chloro-1-(cis-3-(cyclopropylsulfonyl)cyclobutoxy)-2,7-naphthyridine